COC(=O)C1(N(C2=CC(=CC=C2C1)OC)C(=O)OC(C)(C)C)CCNC1=CC=C(C=C1)Br (2-((4-bromophenyl)amino)ethyl)-6-methoxyindoline-1,2-dicarboxylic acid 1-tert-butyl 2-methyl ester